1,1-bis(4-hydroxyphenyl)methane OC1=CC=C(C=C1)CC1=CC=C(C=C1)O